(E)-2-(1-(pyrimidine-2-yl)1H-1,2,4-triazole-5-yl)-N'-hydroxypropionamidine N1=C(N=CC=C1)N1N=CN=C1C(/C(=N\O)/N)C